N1(C=NC=C1)C=1C=C(CN(CCC2=CC=C(C=C2)N2N=C(N=N2)C2=C(C=C(C(=C2)OC)OC)NC(=O)C=2C=NC3=CC=CC=C3C2)CC=2C=C3C=NN(C3=CC2)C)C=CC1 N-(2-(2-(4-(2-((3-(1H-Imidazol-1-yl)benzyl)((1-methyl-1H-indazol-5-yl)methyl)amino)ethyl)phenyl)-2H-tetrazol-5-yl)-4,5-dimethoxyphenyl)quinoline-3-carboxamide